(3-Hydroxycyclobutyl)(2-(4-(2-(6-methylpyridin-2-yl)-6,7-dihydro-5H-pyrrolo[1,2-a]imidazol-3-yl)pyridin-2-yl)-4,6-dihydropyrrolo[3,4-d]imidazol-5(1H)-yl)ketone OC1CC(C1)C(=O)N1CC=2NC(=NC2C1)C1=NC=CC(=C1)C1=C(N=C2N1CCC2)C2=NC(=CC=C2)C